1,3-diphenyl-3-phospholene-1-oxide C1(=CC=CC=C1)P1(CC(=CC1)C1=CC=CC=C1)=O